3-chloro-N-[3-[(2,2-dimethyl-4-oxo-1-piperidyl)sulfonylmethyl]phenyl]-N-methyl-propanamide ClCCC(=O)N(C)C1=CC(=CC=C1)CS(=O)(=O)N1C(CC(CC1)=O)(C)C